ClC1=CC=C2C=C(N(C2=C1)C)C(=O)NC(C)C1=CC=C(C=C1)CC#N 6-chloro-N-(1-(4-(cyanomethyl)phenyl)ethyl)-1-methyl-1H-indole-2-carboxamide